CN(C=1C(=C(C(=C2C=NNC12)C1=CC=2N(C=C1)N=C(C2)NC(=O)[C@H]2[C@H](C2)F)CC)F)C (1S,2S)-N-(5-(7-(dimethylamino)-5-ethyl-6-fluoro-1H-indazol-4-yl)pyrazolo[1,5-a]pyridin-2-yl)-2-fluorocyclopropane-1-carboxamide